4-((3-Chloro-1H-indol-5-yl)(propyl)amino)-2-((4-(4-ethylpiperazin-1-yl)phenyl)amino)pyrimidine-5-carbonitrile ClC1=CNC2=CC=C(C=C12)N(C1=NC(=NC=C1C#N)NC1=CC=C(C=C1)N1CCN(CC1)CC)CCC